2-(((4-(4-(trifluoromethyl)phenyl)-4,5,6,7-tetrahydropyrazolo[1,5-a]pyrimidin-6-yl)methyl)amino)acetonitrile FC(C1=CC=C(C=C1)N1C=2N(CC(C1)CNCC#N)N=CC2)(F)F